nonadecane-2,5-diol CC(CCC(CCCCCCCCCCCCCC)O)O